1,2-Bis(3-methylphenoxy)-ethan CC=1C=C(OCCOC2=CC(=CC=C2)C)C=CC1